4-ETHOXYMETHYLPHENYLBORONIC ACID C(C)OCC1=CC=C(C=C1)B(O)O